2-oxaspiro[3.3]heptan-6-yl methanesulfonate CS(=O)(=O)OC1CC2(COC2)C1